4,4'-di(1-ethyl-n-pentylcarbonylthio)benzophenone C(C)C(CCCC)C(=O)SC1=CC=C(C(=O)C2=CC=C(C=C2)SC(=O)C(CCCC)CC)C=C1